tert-butyl (2-((1-(1,2-dihydroacenaphthylen-5-yl)cyclopropyl)carbamoyl)benzyl)carbamate C1CC2=CC=C(C3=CC=CC1=C23)C2(CC2)NC(=O)C2=C(CNC(OC(C)(C)C)=O)C=CC=C2